methyl 2-(2-{2-[3-(1-acetylpiperidin-4-yl)-5'-methoxy-1'-methyl-[4,6'-biindazol]-1-yl]acetamido}acetamido)acetate C(C)(=O)N1CCC(CC1)C1=NN(C=2C=CC=C(C12)C1=C(C=C2C=NN(C2=C1)C)OC)CC(=O)NCC(=O)NCC(=O)OC